NCCOCCNC(C1=C(C=C(C=C1F)NC=1C=2N(C=CN1)C(=CN2)C2=C(C(=C(C=C2)OC)F)F)Cl)=O N-(2-(2-aminoethoxy)ethyl)-2-chloro-4-((3-(2,3-difluoro-4-methoxyphenyl)imidazo[1,2-a]pyrazin-8-yl)amino)-6-fluorobenzamide